CC=1N=C2N(N=C(C=C2C)C2=CC(=C3C(N(C=NC3=C2)C2CCN(C3(CC3)C2)C(=O)OC(C)(C)C)=O)F)C1 tert-butyl 7-(7-(2,8-dimethylimidazo[1,2-b]pyridazin-6-yl)-5-fluoro-4-oxoquinazolin-3(4H)-yl)-4-azaspiro[2.5]octane-4-carboxylate